5-fluoro-6-((1S,2S)-2-(4,4,5,5-tetramethyl-1,3,2-dioxaborolan-2-yl)cyclopropyl)-1-(2,2,2-trifluoroethyl)-1H-indazole FC=1C=C2C=NN(C2=CC1[C@@H]1[C@H](C1)B1OC(C(O1)(C)C)(C)C)CC(F)(F)F